C(C1=CC=CC=C1)NC(=O)C1(CC(CCC1)C(=O)OC)N(C(C#C)=O)C1=CC(=CC=C1)Cl Methyl 3-(benzylcarbamoyl)-3-(N-(3-chlorophenyl)propiolamido)cyclohexane-carboxylate